NC1=C(C=C(C=C1)C1=CC=C(C=C1)F)NC(C1=CC=C(C=C1)S(=O)(=N)C=1C=NC(=CC1)C(F)(F)F)=O N-[2-amino-5-(4-fluorophenyl)phenyl]-4-[[6-(trifluoromethyl)-3-pyridyl]sulfonimidoyl]benzamide